3-methylbenzylphosphonate CC=1C=C(CP([O-])([O-])=O)C=CC1